4-(benzoxazol-2-yl)-4'-(5-methylbenzoxazol-2-yl)stilbene O1C(=NC2=C1C=CC=C2)C2=CC=C(C=C2)C=CC2=CC=C(C=C2)C=2OC1=C(N2)C=C(C=C1)C